C(C)(C)C=1OC2(C(N(C(C3=CC=CC=C23)=O)C)=O)C2=C(N1)C=CC=C2 2-Isopropyl-2'-methyl-1'H-spiro[benzo[d][1,3]oxazine-4,4'-isoquinoline]-1',3'(2'H)-dione